NCC=1N=C2N(C=C(C=C2)CN(C(OC(C)(C)C)=O)CC2CCC2)C1 tert-butyl ((2-(aminomethyl)imidazo[1,2-a]pyridin-6-yl)methyl)(cyclobutylmethyl)carbamate